C(C)C1=NC=C(C=C1C)C C2-ethyl-3,5-lutidine